4-((4,5-dichloro-1,1-dioxido-3-oxoisothiazol-2(3H)-yl)methyl)cyclohexane-1-carboxylic acid ClC=1C(N(S(C1Cl)(=O)=O)CC1CCC(CC1)C(=O)O)=O